COC(C1=C(C(=CC=C1F)[N+](=O)[O-])C)=O 6-fluoro-2-methyl-3-nitrobenzoic acid methyl ester